4-[3,5-bis(trifluoromethyl)phenoxy]-2,5-difluoro-N-(1,3,4-thiadiazol-2-yl)benzene-1-sulfonamide FC(C=1C=C(OC2=CC(=C(C=C2F)S(=O)(=O)NC=2SC=NN2)F)C=C(C1)C(F)(F)F)(F)F